(S)-N-(4-(5-cyano-2,2-dimethyl-2,3-dihydro-1H-pyrrolizin-7-yl)pyridin-2-yl)-2-(6-(2-hydroxypropan-2-yl)pyridin-2-yl)propanamide C(#N)C=1N2CC(CC2=C(C1)C1=CC(=NC=C1)NC([C@@H](C)C1=NC(=CC=C1)C(C)(C)O)=O)(C)C